BrC=1C=C2C(=C(C(N(C2=CC1)C)=O)C#N)N1CCC(CC1)C=1OC2=C(N1)C=C(C=C2)C 6-bromo-1-methyl-4-[4-(5-methyl-1,3-benzooxazol-2-yl)piperidin-1-yl]-2-oxo-1,2-dihydroquinolin-3-carbonitrile